ClC1=CC(=C2C(=NCN(C2=C1)C1=C(C=CC=C1)C)NCC(F)F)F 7-Chloro-4-((2,2-difluoroethyl)amino)-5-fluoro-1-(o-tolyl)quinazolin